ClC1=NC(=CC(=C1/C=C/C(=O)OCC)C1=C(C=C(C=C1)F)F)Cl (E)-ethyl 3-(2,6-dichloro-4-(2,4-difluorophenyl)pyridin-3-yl)acrylate